5-methoxy-1-(piperidin-4-yl)-1H-benzo[d]imidazol-2(3H)-one COC1=CC2=C(N(C(N2)=O)C2CCNCC2)C=C1